tert-butyl 3-[2-chloro-7-(8-chloro-1-naphthyl)-8-fluoro-pyrido[4,3-d]pyrimidin-4-yl]-3,8-diazabicyclo[3.2.1]octane-8-carboxylate ClC=1N=C(C2=C(N1)C(=C(N=C2)C2=CC=CC1=CC=CC(=C21)Cl)F)N2CC1CCC(C2)N1C(=O)OC(C)(C)C